2,2'-[1,1-ethanediylbis(4,1-phenyleneoxymethylene)]dioxirane 1-(2-(N-methylacetamido)acetoyloxy)ethyl-(S)-1-(2-chlorophenyl)-2-oxocyclohexylmethylcarbamate CN(C(C)=O)CC(=O)OC(C)N(C(O)=O)C[C@@]1(C(CCCC1)=O)C1=C(C=CC=C1)Cl.C(C)(C1=CC=C(C=C1)OCC1OC1)C1=CC=C(C=C1)OCC1OC1